5-[2-(2-{[1,1'-Biphenyl]-4-sulfonamido}phenyl)ethynyl]pyridin C1(=CC=C(C=C1)S(=O)(=O)NC1=C(C=CC=C1)C#CC=1C=CC=NC1)C1=CC=CC=C1